(2S,3S,E)-N-benzyl-3-methyl-5-phenyl-2-(p-tolyl)pent-4-enamide C(C1=CC=CC=C1)NC([C@@H]([C@H](\C=C\C1=CC=CC=C1)C)C1=CC=C(C=C1)C)=O